benzyl (2S,4R)-4-(azidomethyl)-4-fluoropyrrolidine-2-carboxylate hydrochloride Cl.N(=[N+]=[N-])C[C@]1(C[C@H](NC1)C(=O)OCC1=CC=CC=C1)F